(4-(2-methoxyethyl)piperidin-4-yl)-5-(piperidin-1-ylmethyl)-5,6-dihydro-1,4,2-dioxazine COCCC1(CCNCC1)C1=NOCC(O1)CN1CCCCC1